Valproic acid-d6 [2H]C([2H])([2H])CCC(CCC([2H])([2H])[2H])C(=O)O